(1S,3R,4S)-2-(7-chloro-1H-indole-2-carbonyl)-5,5-difluoro-N-((R,E)-4-fluoro-4-(methylsulfonyl)-1-((R)-2-oxopyrrolidin-3-yl)but-3-en-2-yl)-2-azabicyclo[2.2.2]octane-3-carboxamide ClC=1C=CC=C2C=C(NC12)C(=O)N1[C@@H]2CC([C@H]([C@@H]1C(=O)N[C@H](C[C@@H]1C(NCC1)=O)\C=C(\S(=O)(=O)C)/F)CC2)(F)F